Di-tert-butyl (((S)-1-(tert-butoxy)-1-oxo-6-(4-(4-(trimethylstannyl)phenyl)butanamido)hexan-2-yl)carbamoyl)-L-glutamate C(C)(C)(C)OC([C@H](CCCCNC(CCCC1=CC=C(C=C1)[Sn](C)(C)C)=O)NC(=O)N[C@@H](CCC(=O)OC(C)(C)C)C(=O)OC(C)(C)C)=O